diphenylboron C1(=CC=CC=C1)[B]C1=CC=CC=C1